C(=CC1=CC=CC=C1)C1=CC=C(C=C1)C1=CC=C(C=C1)C=CC1=CC=CC=C1 4,4'-distyryl-biphenyl